NC=1C(=C(C(=O)NC2=C(C=C(C=C2C(F)(F)F)C(C(F)(F)F)(C(F)(F)F)F)I)C=CC1)F 3-amino-2-fluoro-N-(2-iodo-4-(perfluoropropane-2-yl)-6-(trifluoromethyl)phenyl)benzamide